5-Methyl-N4-[3,5-bis-(cyclopropylsulfonamido)phenyl]-N2-[4-(4-methylpiperazin-1-yl)phenyl]pyrimidine-2,4-diamine CC=1C(=NC(=NC1)NC1=CC=C(C=C1)N1CCN(CC1)C)NC1=CC(=CC(=C1)NS(=O)(=O)C1CC1)NS(=O)(=O)C1CC1